FC(C1=CC=C(C=C1)N1C[C@@H](CC2=CC=CC=C12)CNC(C=C)=O)(F)F (S)-N-((1-(4-(trifluoromethyl)-phenyl)-1,2,3,4-tetrahydro-quinolin-3-yl)methyl)-acrylamide